methyl (S)-3-cyclopropyl-2-(2-((S)-1-(2,3-difluorobenzyl)-5-oxopyrrolidin-2-yl)acetamido)-propanoate C1(CC1)C[C@@H](C(=O)OC)NC(C[C@H]1N(C(CC1)=O)CC1=C(C(=CC=C1)F)F)=O